C(C)(C)(C)OC(=O)N(CCC1=NC(=CC=C1[N+](=O)[O-])OC)CC1=C(C=CC(=C1F)OC(F)(F)F)NC1=C(C(=O)O)C=C(C(=C1)F)F 2-((2-(((tert-butoxycarbonyl)(2-(6-methoxy-3-nitropyridin-2-yl)ethyl)amino)methyl)-3-fluoro-4-(trifluoromethoxy)phenyl)amino)-4,5-difluorobenzoic acid